N1=C(C=CC=C1)C=1C=NN(C1)[C@@H]1C[C@H](C1)CO (trans-3-(4-(pyridin-2-yl)-1H-pyrazol-1-yl)cyclobutyl)methanol